2-(4-(benzyloxy)-1-methyl-1H-indol-3-yl)-N,N-dimethylethan-1-amine C(C1=CC=CC=C1)OC1=C2C(=CN(C2=CC=C1)C)CCN(C)C